N-[(1R)-2-[(2S)-2-cyano-4,4-difluoro-1-pyrrolidinyl]-1-methyl-2-oxoethyl]-2-phenyl-5-thiazolecarboxamide C(#N)[C@H]1N(CC(C1)(F)F)C([C@@H](C)NC(=O)C1=CN=C(S1)C1=CC=CC=C1)=O